N2,N7-dioctylphenazine-2,3,7-triamine C(CCCCCCC)NC1=CC2=NC3=CC=C(C=C3N=C2C=C1N)NCCCCCCCC